FC1=C(C=CC(=C1)[N+](=O)[O-])C1=CC=C(C=C1)CCCNC=1C2=C(N=C(N1)C1=COC=C1)SC(=C2)C N-(3-(2'-fluoro-4'-nitro-[1,1'-biphenyl]-4-yl)propyl)-2-(furan-3-yl)-6-methylthieno[2,3-d]pyrimidin-4-amine